ClC=1C=C(N)C=C(C1)C(C)C 3-chloro-5-(propan-2-yl)aniline